(S)-N-((S)-1-((2S,4R)-4-hydroxy-2-((4-(4-methylthiazol-5-yl)benzyl)carbamoyl)pyrrolidin-1-yl)-3,3-dimethyl-1-oxobutan-2-yl)-4-(2-methoxyethyl)morpholine-3-carboxamide O[C@@H]1C[C@H](N(C1)C([C@H](C(C)(C)C)NC(=O)[C@H]1N(CCOC1)CCOC)=O)C(NCC1=CC=C(C=C1)C1=C(N=CS1)C)=O